2-(2,4-difluorophenyl)-8-(1-(indolin-1-yl)ethyl)-6-methyl-4H-benzopyran-4-one FC1=C(C=CC(=C1)F)C=1OC2=C(C(C1)=O)C=C(C=C2C(C)N2CCC1=CC=CC=C21)C